1-[(S)-1-[6-({4-[2-Amino-6-(m-cyanophenyl)-4-pyridyl]-1H-1,2,3-triazol-1-yl}methyl)-2-pyridyl]ethyl]-4-piperidinecarboxylic acid NC1=NC(=CC(=C1)C=1N=NN(C1)CC1=CC=CC(=N1)[C@H](C)N1CCC(CC1)C(=O)O)C1=CC(=CC=C1)C#N